COC(CC(C(C)(C)C)NC1=C(C=C(C=C1)C(NC)=O)N)=O 3-((2-amino-4-(methylcarbamoyl)phenyl)amino)-4,4-dimethylvaleric acid methyl ester